dihydroxydocosa-(4Z,7Z,11E,13E,15Z,19Z)-hexaenoic acid OC(C(=O)O)(C\C=C/C\C=C/CC\C=C\C=C\C=C/CC\C=C/CC)O